COC(C(C=C)(C)C)=O methyl-2,2-dimethylbut-3-enoate